C(#N)C(=C)C(=O)OC.[Na] sodium 2-cyano-3-methoxy-3-oxoprop-1-ene